2-(4-Bromo-5-fluorothiazol-2-yl)isoindoline-1,3-dione BrC=1N=C(SC1F)N1C(C2=CC=CC=C2C1=O)=O